C1(=CCCC1)C=1C=CN=C2C=CC(=NC12)C=1C=C(C=CC1)S(=O)(=O)N 3-[8-(cyclopent-1-en-1-yl)-1,5-naphthyridin-2-yl]benzene-1-sulfonamide